menthyl acetate Menthyl-(2-methoxy)acetate C1(CC(C(CC1)C(C)C)OC(COC)=O)C.C(C)(=O)OC1CC(CCC1C(C)C)C